tert-butyl 4-((2-carbamoylfuro[2,3-c]pyridin-5-yl)methylene)piperidine-1-carboxylate C(N)(=O)C1=CC=2C(=CN=C(C2)C=C2CCN(CC2)C(=O)OC(C)(C)C)O1